5-(6-((1-(1-acryloyl-piperidin-4-yl)azetidin-3-yl)ethynyl)-4-amino-7-methyl-7H-pyrrolo[2,3-d]pyrimidin-5-yl)-2-phenoxy-benzonitrile C(C=C)(=O)N1CCC(CC1)N1CC(C1)C#CC1=C(C2=C(N=CN=C2N)N1C)C=1C=CC(=C(C#N)C1)OC1=CC=CC=C1